FC(C=1C=C(OCC=2N=NN(C2)C2=C(SC=C2)C(=O)N)C=CC1)(F)F [4-[(3-trifluoromethylphenoxy)methyl]-1H-1,2,3-triazol-1-yl]thiophene-2-carboxamide